BrC=1C=C(C(=O)O)C=CC1Br 3,4-Dibromobenzoic acid